O=C1C(=CC2=C(N1)C=C(S2)C2=CC=CC=C2)C(=O)O 5-oxo-2-phenyl-4,5-dihydrothieno[3,2-b]pyridine-6-carboxylic acid